C1(CCCCC1)C[C@H](C(=O)N1CC([C@](CC1)(O)CN1C=C(C(=CC1=O)C1=CC=CC=C1)C(=O)N(C)C)(C)C)COC 1-(((S)-1-((S)-3-cyclohexyl-2-(methoxymethyl)propanoyl)-4-hydroxy-3,3-diMethylpiperidin-4-yl)methyl)-N,N-dimethyl-6-oxo-4-phenyl-1,6-dihydropyridine-3-carboxamide